5-amino-6-((S)-4-(tert-butoxycarbonyl)-2-methylpiperazin-1-yl)-2-(((S)-1-methylpyrrolidin-2-yl)methoxy)pyrimidine-4-carboxylic acid NC=1C(=NC(=NC1N1[C@H](CN(CC1)C(=O)OC(C)(C)C)C)OC[C@H]1N(CCC1)C)C(=O)O